5-{[(1R,8S,9s)-Bicyclo[6.1.0]non-4-yn-9-yl]methoxy}-4,6-dibromo-1H-indole-3-yl β-D-glucopyranoside O([C@H]1[C@H](O)[C@@H](O)[C@H](O)[C@H](O1)CO)C1=CNC2=CC(=C(C(=C12)Br)OCC1[C@H]2CCC#CCC[C@@H]12)Br